(R)-5-(3-Fluoro-5,5-dioxido-8-(prop-1-yn-1-yl)dibenzo[b,d]thiophen-2-yl)-3-imino-2,2,5-trimethylthiomorpholine 1,1-dioxide FC=1C(=CC2=C(S(C3=C2C=C(C=C3)C#CC)(=O)=O)C1)[C@@]1(CS(C(C(N1)=N)(C)C)(=O)=O)C